1-(8-Chloro-1-iodo-3-methyl-5-phenylimidazo[1,5-a]pyridin-6-yl)ethanone ClC=1C=2N(C(=C(C1)C(C)=O)C1=CC=CC=C1)C(=NC2I)C